N1SCCCC1 azathiane